O1C[C@H](CC1)C[C@H](C(=O)OCC)NS(=O)(=O)C1=CC=C(C=C1)OC(F)(F)F ethyl (R)-3-((S)-tetrahydrofuran-3-yl)-2-((4-(trifluoromethoxy)phenyl)sulfonamido)propanoate